3,3-dimethyl-5-(2-methyl-quinazolin-4-ylamino)indolin-2-one CC1(C(NC2=CC=C(C=C12)NC1=NC(=NC2=CC=CC=C12)C)=O)C